2-(piperazin-1-yl)-3-{[4-(trifluoromethyl)phenyl]methyl}pyrazine N1(CCNCC1)C1=NC=CN=C1CC1=CC=C(C=C1)C(F)(F)F